4-(2-cyclopropyl-2-methyl-propanoyl)-3,5-dihydro-2H-1,4-benzoxazepine-9-carbonitrile C1(CC1)C(C(=O)N1CCOC2=C(C1)C=CC=C2C#N)(C)C